COC1=C(C(=CC=C1)OC)S(=O)(=O)NC1=NOC2=C1C=C(C(=C2)NC2=NNC=C2)OC 2,6-Dimethoxy-N-{5-methoxy-6-[(1H-pyrazol-3-yl)amino]-1,2-benzoxazol-3-yl}benzene-1-sulfonamide